CC1=NN(C=C1C(=O)N1CCCCC1)C1=C2C(=NC=C1)N(C=C2)COCC[Si](C)(C)C 4-[3-Methyl-4-(piperidin-1-ylcarbonyl)-1H-pyrazol-1-yl]-1-[2-(trimethylsilyl)ethoxy]methyl-1H-pyrrolo[2,3-b]pyridine